FC(C(=O)N1CC(C1)N1N=C(C2=NC=CC=C21)C2=CC=C(C=C2)C(F)(F)F)=C 2-fluoro-1-(3-(3-(4-(trifluoromethyl)phenyl)-1H-pyrazolo[4,3-b]pyridin-1-yl)azetidin-1-yl)prop-2-en-1-one